NC1=NC=C(C=2C1=NC(=C(N2)N[C@H]2C[C@H](CC2)O)CC)Br (1S,3R)-3-((5-amino-8-bromo-3-ethylpyridino[3,4-b]pyrazine-2-yl)amino)cyclopentan-1-ol